[Pd+2].[Cl-].[Cl-].C1(=CC=CC=C1)P([C-]1C=CC=C1)C1=CC=CC=C1.[C-]1(C=CC=C1)P(C1=CC=CC=C1)C1=CC=CC=C1.[Fe+2] (1,1'-bis(diphenylphosphino)ferrocene) dichloride palladium